Ethyl 2-(5-cyclopropylpyridin-2-yl)-2,2-difluoroacetate C1(CC1)C=1C=CC(=NC1)C(C(=O)OCC)(F)F